1,2-bis-phenoxyethane O(C1=CC=CC=C1)CCOC1=CC=CC=C1